C(C)(C)(C)C1=NC=CC(=C1)C(C)=O 1-(2-(tert-butyl)pyridin-4-yl)ethan-1-one